ClC1=C(NC2=C(C#N)C=C(C=C2)C(F)(F)F)C=CC=C1[C@]1(NC(N(C(C1)=O)C1CCOCC1)=N)C 2-{2-Chloro-3-[(4S)-2-imino-4-methyl-6-oxo-1-(tetrahydro-pyran-4-yl)hexahydropyrimidin-4-yl]anilino}-5-(trifluoro-methyl)benzonitrile